4-(2-mercaptoethyl)benzoic acid SCCC1=CC=C(C(=O)O)C=C1